N4-[2-(1H-imidazol-5-yl)ethyl]-N2-(1,2,3,4-tetrahydroisoquinolin-6-yl)-5-(trifluoromethyl)pyrimidine-2,4-diamine N1C=NC=C1CCNC1=NC(=NC=C1C(F)(F)F)NC=1C=C2CCNCC2=CC1